NC1=C2C(=NC=N1)N(N=C2C2=CC=C(O2)C=O)C(C)C=2OC1=CC=CC=C1C(C2C2=CC(=CC=C2)F)=O 5-(4-Amino-1-(1-(3-(3-fluorophenyl)-4-oxo-4H-chromen-2-yl)ethyl)-1H-pyrazolo[3,4-d]pyrimidin-3-yl)furan-2-carbaldehyde